1-hydroxyundecanyl-3-methylimidazolium bis(trifluoromethane)sulfonimide [N-](S(=O)(=O)C(F)(F)F)S(=O)(=O)C(F)(F)F.OC(CCCCCCCCCC)C=1NC=C[N+]1C